ClC1=C(OCC2=CC=C(O2)C(=O)N2CCN(CC2)CC2=NC3=C(N2C[C@H]2OCC2)C=C(C=C3)C(=O)O)C=CC(=C1)Cl 2-[(4-{5-[(2,4-dichlorophenoxy)methyl]furan-2-carbonyl}piperazin-1-yl)methyl]-1-{[(2S)-oxetan-2-yl]methyl}-1H-1,3-benzodiazole-6-carboxylic acid